1,2-diphenyl-1,2-di(3-pyrrolyl)ethylene C1(=CC=CC=C1)C(=C(C1=CNC=C1)C1=CC=CC=C1)C1=CNC=C1